2-[(3-nitrophenyl)diazenyl]aniline [N+](=O)([O-])C=1C=C(C=CC1)N=NC1=C(N)C=CC=C1